COC(=O)C1=CC=CC=2N=C(OC21)S 2-mercaptobenzo[d]oxazole-7-carboxylic acid methyl ester